C(C)(C)(C)OC(=O)N1C[C@@H]([C@H](C1)F)NC1=NC(=CC=C1)C1=CN=C2N1C=C(N=C2)N2CC(CC2)(F)F (3S,4S)-3-((6-(6-(3,3-difluoropyrrolidin-1-yl)imidazo[1,2-a]pyrazin-3-yl)pyridin-2-yl)amino)-4-fluoropyrrolidine-1-carboxylic acid tert-butyl ester